N1(CCCCC1)C=1C(=NN(C1C(=O)N)CCCCC)C(C)(C)C (1-piperidinyl)-3-tert-butyl-1-N-pentyl-1H-pyrazole-5-carboxamide